bis(4,6-dimethylphenyl)isobutylene CC1=CC=C(C(=C1)C)C(=C(C)C)C1=CC=C(C=C1C)C